tert-butyl 3-[7-bromo-2,8-dichloro-6-(trifluoromethyl)quinazolin-4-yl]-3,8-diazabicyclo[3.2.1]octane-8-carboxylate BrC1=C(C=C2C(=NC(=NC2=C1Cl)Cl)N1CC2CCC(C1)N2C(=O)OC(C)(C)C)C(F)(F)F